(E)-3-Methyl-7-methylene-1,3,8-nonatriene C/C(/C=C)=C\CCC(C=C)=C